2-bromo-N-(2-chloro-4-((methyl-d3)thio)phenyl)acetamide BrCC(=O)NC1=C(C=C(C=C1)SC([2H])([2H])[2H])Cl